FC(C(C(C(C(C(C(C(CCCCCCCCCCCC)(F)F)(F)F)(F)F)(F)F)(F)F)(F)F)(F)F)(F)F 1,1,1,2,2,3,3,4,4,5,5,6,6,7,7,8,8-heptadecafluoroicosane